ClC1=CC=C(C=C1)C=1C=CC(=NC1)N1CCN(CC1)C(=O)O 4-(5-(4-Chlorophenyl)pyridin-2-yl)piperazine-1-carboxylic acid